[Si](C)(C)(C(C)(C)C)O[C@@H]1C[C@@](N([C@@H]1C)C(=O)OC(C)(C)C)(C(=O)OC)CC(=C)CCl 1-(tert-butyl) 2-methyl (2R,4R,5R)-4-((tert-butyldimethylsilyl)oxy)-2-(2-(chloromethyl)-allyl)-5-methylpyrrolidine-1,2-dicarboxylate